NC1=C(C(N(C2=NC(=CC=C12)C(F)(F)F)C1=C(C=C(C=C1Br)Cl)C)=O)C(=O)OC methyl 4-amino-1-(6-bromo-4-chloro-2-methylphenyl)-2-oxo-7-(trifluoromethyl)-1,2-dihydro-1,8-naphthyridine-3-carboxylate